tert-butyl 4-[(1r,3r)-3-{4-[2-(2,6-dioxopiperidin-3-yl)-7-methyl-1-oxo-3H-isoindol-5-yl]piperidin-1-yl}cyclobutoxy]piperidine-1-carboxylate O=C1NC(CC[C@H]1N1C(C2=C(C=C(C=C2C1)C1CCN(CC1)C1CC(C1)OC1CCN(CC1)C(=O)OC(C)(C)C)C)=O)=O